FC1(CCC2=C(C=CC=C12)[C@@H](C)NC(=O)C=1C=2C(C(N(C1)C1CCC(CC1)C(N(C)CCO)=O)=O)=CNN2)F N-[(1R)-1-(1,1-difluoro-2,3-dihydro-1H-inden-4-yl)ethyl]-4-oxo-5-[(1s,4s)-4-[(2-hydroxyethyl)(methyl)carbamoyl]cyclohexyl]-2H,4H,5H-pyrazolo[4,3-c]pyridine-7-carboxamide